SCC(=O)OCCOC(CS)=O ethylene glycol di(2-mercaptoacetate)